tert-butyl 3-[2-[2-[3-[2-(2,6-dioxo-3-piperidyl)-1,3-dioxo-isoindolin-4-yl]propoxy]ethoxy]ethoxy]propanoate O=C1NC(CCC1N1C(C2=CC=CC(=C2C1=O)CCCOCCOCCOCCC(=O)OC(C)(C)C)=O)=O